4-(4-((1R,5S)-3,8-diazabicyclo[3.2.1]octan-3-yl)-8-fluoro-2-(((tetrahydro-1H-pyrrolizin-7a(5H)-yl)methyl)amino)quinazolin-7-yl)naphthalen-2-ol [C@H]12CN(C[C@H](CC1)N2)C2=NC(=NC1=C(C(=CC=C21)C2=CC(=CC1=CC=CC=C21)O)F)NCC21CCCN1CCC2